Iodomethyl Hexanoate C(CCCCC)(=O)OCI